N1C=NC2=C1C=CC(=C2)NC(CN)C2=C(C(=C(C=C2)C2=CSC(=C2)CC)F)F N1-(1H-benzoimidazol-5-yl)-1-[4-(5-ethylthiophen-3-yl)-2,3-difluorophenyl]ethane-1,2-diamine